OC=1C=C(C=CC1O)C1=[O+]C=2C=C(C=C(C2C=C1O)O)O (3,4-dihydroxyphenyl)chromenylium-3,5,7-triol